HEXAHYDROFURO-FURANOL O1C(CC2C1CCO2)O